CC1(N(CC2=C1N=C(N=C2N2[C@@H](COCC2)C)C2=C1C=CNC1=C(C=C2)C)C(C2=CC=C(C=C2)S(=O)(=O)C)=O)C (R)-7,7-dimethyl-2-(7-methyl-1H-indol-4-yl)-6-(4-methylsulfonylbenzoyl)-4-(3-methylmorpholin-4-yl)-6,7-dihydro-5H-pyrrolo[3,4-d]pyrimidine